1,2-Difluoro-3-isopropyl-4-methoxybenzene-6-d FC1=C(C(=C(C=C1[2H])OC)C(C)C)F